NCCNCC(C(=O)O)C 2-[(2''-aminoethyl)aminomethyl]Propionic acid